C(C)C(CCCCC)OC(CCCCCCCCN(CCCNC(=O)C=1C=C(C(=O)OC2=C(C(=C(C(=C2F)F)F)F)F)C=C(C1)C(NCCCN(CCCCCCCCC(OC(CCCCC)CC)=O)CCCCCCCCC(OC(CCCCC)CC)=O)=O)CCCCCCCCC(OC(CCCCC)CC)=O)=O (2,3,4,5,6-pentafluorophenyl) 3,5-bis[3-[bis[9-(1-ethylhexoxy)-9-oxo-nonyl]amino]propylcarbamoyl]benzoate